3',5'-difluoro-biphenyl-4-amine FC=1C=C(C=C(C1)F)C1=CC=C(C=C1)N